2-(2-(4-bromophenoxy)ethyl)isoindoline-1,3-dione BrC1=CC=C(OCCN2C(C3=CC=CC=C3C2=O)=O)C=C1